S1C=C(C=C1)C1=CC(=NO1)C(=O)NCCCCCCOC(CCCC[C@@H]1SC[C@@H]2NC(N[C@@H]21)=O)=O 6-(5-(thiophen-3-yl)isoxazole-3-carboxamido)hexyl-5-((3aS,4S,6aR)-2-oxohexahydro-1H-thieno[3,4-d]imidazol-4-yl)pentanoate